ClC1=CC=C2C(=CC=NC2=C1)OC1CCN(CC1)CC(=O)N1[C@@H](CCC1)C#N (2S)-1-[2-[4-[(7-chloro-4-quinolyl)oxy]-1-piperidyl]acetyl]pyrrolidine-2-carbonitrile